IC1=C(C=CC=C1)O ortho-iodophenol